tert-butyl (1-(2,2,2-trifluoroethyl)pyrrolidin-3-yl)carbamate FC(CN1CC(CC1)NC(OC(C)(C)C)=O)(F)F